6-Cyclobutoxy-4-(4-fluoro-3-(4-(6-(trifluoromethyl)pyridazin-3-yl)piperazine-1-carbonyl)benzyl)phthalazin-1(2H)-one C1(CCC1)OC=1C=C2C(=NNC(C2=CC1)=O)CC1=CC(=C(C=C1)F)C(=O)N1CCN(CC1)C=1N=NC(=CC1)C(F)(F)F